BrC1=CC=C(C=C1)N1C(C(=CC=C1)C(F)(F)F)=O 1-(4-bromophenyl)-3-(trifluoromethyl)pyridin-2(1H)-one